C(C)(C)(C)N1N=CC(=C1)C=1N=C(NC(C1)=O)C=1C=C(CNC(C(C)C)=O)C=CC1Cl N-{3-[4-(1-tert-butyl-1H-pyrazol-4-yl)-6-oxo-1,6-dihydropyrimidin-2-yl]-4-chlorobenzyl}isobutyramide